OC(C)(C)C(C(N)(N)C(C)(C)O)CCCC bis(hydroxyisopropyl)-hexanediamine